NCCCC1=CC(=NC=C1)C1CC[C@H]2CC(N(C3=NC(=CC=C3C(NS(C3=CC=CC(N1)=N3)(=O)=O)=O)C(C)(C)C)C2)(C)C (14S)-17-[4-(3-aminopropyl)pyridin-2-yl]-8-tert-butyl-12,12-dimethyl-2λ6-thia-3,9,11,18,23-pentaazatetracyclo[17.3.1.111,14.05,10]tetracosa-1(22),5,7,9,19(23),20-hexaene-2,2,4-trione